COC(COCC1=CC=CC=C1)OC Benzyloxyacetaldehyde dimethyl acetal